FC=1C=C2C(=C(NC2=C(C1)F)C1=CC=C(C=C1)F)CCC(=O)NC1(CCC1)CO 3-[5,7-difluoro-2-(4-fluorophenyl)-1H-indol-3-yl]-N-[1-(hydroxymethyl)-cyclobutyl]Propionamide